Tert-Butyl N-[4-[4-[2-(4-formylphenyl)-6,7-dihydro-5H-pyrazolo[4,3-b]pyridine-4-carbonyl]oxazol-2-yl]-2-pyridyl]-N-(2,2,2-trifluoroethyl)carbamate C(=O)C1=CC=C(C=C1)N1N=C2C(N(CCC2)C(=O)C=2N=C(OC2)C2=CC(=NC=C2)N(C(OC(C)(C)C)=O)CC(F)(F)F)=C1